5-[(5-bromobenzimidazol-1-yl)methyl]-1,3-dimethyl-benzimidazol-2-one BrC1=CC2=C(N(C=N2)CC2=CC3=C(N(C(N3C)=O)C)C=C2)C=C1